ClC1=CC=C2C=NC(=NC2=C1C=1C=C(C=CC1)NC(C=C)=O)NC1=CC=C(C=C1)N1CCOCC1 N-(3-(7-chloro-2-((4-morpholinylphenyl)amino)quinazolin-8-yl)phenyl)acrylamide